BrC=1C=C2N(CCN=C2C2=CC(=C(C(=C2)OC)OC)OC)C1 7-Bromo-1-(3,4,5-trimethoxyphenyl)-3,4-dihydropyrrolo[1,2-a]pyrazine